C(C)C1=NN=C(S1)C1=CC(=C(C(=O)N([C@H]2CNCCC2)C2=NC=CC3=CC(=CC(=C23)C)F)C=C1)F (R)-4-(5-ethyl-1,3,4-thiadiazol-2-yl)-2-fluoro-N-(6-fluoro-8-methylisoquinolin-1-yl)-N-(piperidin-3-yl)benzamide